CC1(CCC2(CN(C2)C(=O)OC(C)(C)C)CC1)OC1=NC=C(C=C1)C(F)(F)F tert-Butyl 7-methyl-7-((5-(trifluoromethyl)pyridin-2-yl)oxy)-2-azaspiro[3.5]nonane-2-carboxylate